(3R,5R)-5-[(5-chlorooxazolo[4,5-b]pyridin-2-yl)amino]piperidin-3-ol ClC1=CC=C2C(=N1)N=C(O2)N[C@@H]2C[C@H](CNC2)O